5-(cyclopropanecarboxamido)-6-(3-hydroxyPyrrolidin-1-yl)nicotinamide C1(CC1)C(=O)NC=1C(=NC=C(C(=O)N)C1)N1CC(CC1)O